C(=O)(OCC1C2=CC=CC=C2C2=CC=CC=C12)N[C@H]1C(O)O[C@@H]([C@H]([C@@H]1O)O)CO N-Fmoc-glucosamine